C[C@H]([C@@H](C(=O)NCC(=O)N[C@@H](C)C(=O)N[C@@H](CCCNC(=N)N)C(=O)N[C@@H](CCCCN)C(=O)N[C@@H](CO)C(=O)N[C@@H](C)C(=O)N[C@@H](CCCNC(=N)N)C(=O)N[C@@H](CCCCN)C(=O)N[C@@H](CC(C)C)C(=O)N[C@@H](C)C(=O)N[C@@H](CC(=O)N)C(=O)N[C@@H](CCC(=O)N)C(=O)O)NC(=O)[C@H](CC1=CC=CC=C1)NC(=O)CNC(=O)CNC(=O)[C@H](CC2=CC=CC=C2)N)O The molecule is a seventenn-membered polypeptide consisting of Phe, Gly, Gly, Phe, Thr, Gly, Ala, Arg, Lys, Ser, Ala, Arg, Lys, Leu, Ala, Asn and Gln residue joined in sequence. It has a role as a human metabolite and a rat metabolite. It is an organic molecular entity and a polypeptide.